FC1(CN(C2(CC2)C1)C(=O)C=1N(N=C2C1CN(CC2)C(=O)OC(C)(C)C)COCC[Si](C)(C)C)F Tert-butyl 3-(6,6-difluoro-4-azaspiro[2.4]heptane-4-carbonyl)-2-((2-(trimethylsilyl)ethoxy)methyl)-2,4,6,7-tetrahydro-5H-pyrazolo[4,3-c]pyridine-5-carboxylate